4-(4,4,5,5-tetramethyl-1,3,2-dioxaborolane-2-yl)-1-((2-(trimethylsilyl)ethoxy)methyl)-1H-pyrrolo[2,3-b]pyridine CC1(OB(OC1(C)C)C1=C2C(=NC=C1)N(C=C2)COCC[Si](C)(C)C)C